C(C1=CC=CC=C1)SC1=C(C(=C(C=C1)Cl)C)F 1-(benzylsulfanyl)-4-chloro-2-fluoro-3-methylbenzene